N-[(1H-benzimidazol-2-yl)methyl]-6-cyclopropyl-1-[4-(dimethylamino)butan-2-yl]-1H-pyrazolo[3,4-b]pyrazin-3-amine N1C(=NC2=C1C=CC=C2)CNC2=NN(C1=NC(=CN=C12)C1CC1)C(C)CCN(C)C